FC=1C=CC(=C(C1)C1CCN(CC1)[C@@H]1COC2(CN(C2)C=2SC=NN2)C1)OCCOC (S)-7-(4-(5-fluoro-2-(2-methoxyethoxy)phenyl)piperidin-1-yl)-2-(1,3,4-thiadiazol-2-yl)-5-oxa-2-azaspiro[3.4]octane